NC1CN(CC1)C1=CC=C(CNC(=O)NC=2SC=C(N2)C(C)(C)C2=CC=C(C=C2)Br)C=C1 1-(4-(3-aminopyrrolidin-1-yl)benzyl)-3-(4-(2-(4-bromophenyl)propan-2-yl)-thiazol-2-yl)urea